FC(CC1=C2C=CNC2=C(C(=C1OC=1C=CC(=C(C1)C(N)=S)F)F)F)F 5-[[4-(2,2-difluoroethyl)-6,7-difluoro-1H-indol-5-yl]oxy]-2-fluoro-benzenecarbothioamide